3-(3-azabicyclo[4.1.0]heptan-6-yl)-1-methyl-7-[4-(2-pyrrolidin-1-ylethoxy)anilino]-4H-pyrimido[4,5-d]pyrimidin-2-one C12CNCCC2(C1)N1C(N(C2=NC(=NC=C2C1)NC1=CC=C(C=C1)OCCN1CCCC1)C)=O